CC1=C(C(=CC=C1)C)C(C#N)C1=NC=CC(=C1)C(F)(F)F 2-(2,6-dimethylphenyl)-2-(4-(trifluoromethyl)pyridin-2-yl)acetonitrile